C(#N)C(NC(=O)[C@@H]1[C@H]2C([C@H]2CN1C([C@H]([C@@H](C)OC1(CCC1)C)NC(C(F)(F)F)=O)=O)(C)C)C1=CN=CC2=CC=CC(=C12)C#C (1R,2S,5S)-N-[cyano-(5-ethynyl-4-isoquinolyl)methyl]-6,6-dimethyl-3-[(2S,3R)-3-(1-methylcyclobutoxy)-2-[(2,2,2-trifluoroacetyl)amino]butanoyl]-3-azabicyclo[3.1.0]hexane-2-carboxamide